N-((1r,4r)-4-(2-Methoxyethoxy)cyclohexyl)-8-(trifluoromethyl)-5,6-dihydrobenzo[f]imidazo[1,5-d][1,4]oxazepine-10-carboxamide COCCOC1CCC(CC1)NC(=O)C=1C=C(C2=C(C=3N(CCO2)C=NC3)C1)C(F)(F)F